O1NC(=CC=C1)C1=NN=NC=C1 oxazinyl-triazine